1-(4-cyano-phenoxymethyl)-but-2-enyl methanesulfonate CS(=O)(=O)OC(C=CC)COC1=CC=C(C=C1)C#N